FC(C1=NC=CC=C1OCC12CN(CC2C1)C(=O)OC(C)(C)C)(F)F tert-butyl 1-({[2-(trifluoromethyl)pyridin-3-yl]oxy}methyl)-3-azabicyclo[3.1.0]hexane-3-carboxylate